2,2,2-trifluoro-thioacetamide FC(C(=S)N)(F)F